calcium (II) 2-ethylhexanoate C(C)C(C(=O)[O-])CCCC.[Ca+2].C(C)C(C(=O)[O-])CCCC